8-naphthaloyl chloride C1=CC=CC2=CC=CC(=C12)C(=O)Cl